F[C@@]1(CN(CC[C@H]1O)C1=NC=CC(=N1)NC=1N=CC2=C(C=CC(=C2C1)C(C)C)N1CC(C1)CS(=O)C)C (3R,4R)-3-Fluoro-1-(4-((5-isopropyl-8-(3-((methylsulfinyl)methyl)azetidin-1-yl)isoquinolin-3-yl)amino)pyrimidin-2-yl)-3-methylpiperidin-4-ol